2-(3-chloro-4-tolyl)-N-((5-(2,6-dioxopiperidin-3-yl)-6-oxo-5,6-dihydro-4H-thieno[2,3-c]pyrrol-2-yl)methyl)acetamide ClC=1C=C(C=CC1CC(=O)NCC1=CC2=C(C(N(C2)C2C(NC(CC2)=O)=O)=O)S1)C